4-phenyl-[1,3'-bipiperidine]-2',6'-dione C1(=CC=CC=C1)C1CCN(CC1)C1C(NC(CC1)=O)=O